C1=CC(=CC=C1C[C@@H](C(=O)O)N)[O] The molecule is a tyrosinyl radical. It derives from a L-tyrosine. It is a conjugate base of a L-tyrosinyl radical cation. It is an enantiomer of a D-tyrosinyl radical.